CC=1C=C(C(=O)N/N=C(\C)/C2=CC3=CC=CC=C3C=C2)C=CC1 (E)-3-methyl-N'-(1-(naphthalen-2-yl)ethylidene)benzoyl-hydrazine